6-amino-2-(4-fluorophenyl)-7-(3-methoxy-2,6-dimethyl-phenyl)pyrrolo[2,3-d]pyrimidine-5-carbonitrile NC1=C(C2=C(N=C(N=C2)C2=CC=C(C=C2)F)N1C1=C(C(=CC=C1C)OC)C)C#N